N-(2-(4-methylpiperazin-1-yl)-5-(trifluoromethyl)benzyl)acrylamide CN1CCN(CC1)C1=C(CNC(C=C)=O)C=C(C=C1)C(F)(F)F